C1=CC=CC=2C=CC3=C(OC4=C3N=CN=C4)C12 naphtho[2',1':4,5]furo[3,2-d]pyrimidine